FC1=CC=C2[C@](C(NC2=C1F)=O)(CC(C)C)C1=CC=C(C=C1)B(O)O (S)-(4-(6,7-difluoro-3-isobutyl-2-oxoindolin-3-yl)phenyl)boronic acid